N-(6-(3-(5,5-Dimethyl-4-oxo-4,5-dihydroisoxazol-3-yl)-5-(trifluoromethyl)-1H-pyrazol-1-yl)pyridin-3-yl)-2,6-difluorobenzamide CC1(C(C(=NO1)C1=NN(C(=C1)C(F)(F)F)C1=CC=C(C=N1)NC(C1=C(C=CC=C1F)F)=O)=O)C